((3-(1-amino-1-phenylethyl)-1-cyclopropyl-1H-pyrazolo[3,4-c]pyridin-5-yl)amino)-7,7-dimethyl-7,8-dihydro-5H-pyrano[4,3-b]pyridin-5-one NC(C)(C1=CC=CC=C1)C1=NN(C2=CN=C(C=C21)NC2=CC=C1C(=N2)CC(OC1=O)(C)C)C1CC1